C(C1=CC=CC=C1)OC1=CC=C2C=C(C3(C2=C1)CCC(CC3)(C#N)NC3=CC(=CC=C3)Cl)Br (1s,4s)-6'-(benzyloxy)-2'-bromo-4-(3-chloroanilino)spiro[cyclohexane-1,1'-indene]-4-carbonitrile